FC(C=1OC2=C(C1C(=O)OCC)C=C(C=C2)OCC=2C(=NC=CC2)C(F)(F)F)F ethyl 2-(difluoromethyl)-5-((2-(trifluoromethyl)pyridin-3-yl)methoxy)benzofuran-3-carboxylate